(E)-1-(2-hydroxy-4,5-dimethoxyphenyl)-3-phenylprop-2-en-1-one OC1=C(C=C(C(=C1)OC)OC)C(\C=C\C1=CC=CC=C1)=O